(E)-2-Hexenyl formate C(=O)OC\C=C\CCC